1-(cyclobutylmethyl)-4-((5-phenylpyrimidin-2-yl)methyl)piperazine-2,3-dione C1(CCC1)CN1C(C(N(CC1)CC1=NC=C(C=N1)C1=CC=CC=C1)=O)=O